C(C)(C)(C)OC(=O)N1N=C(C(=C1)CC1=CC=CC=C1)C 4-Benzyl-3-methyl-1H-pyrazole-1-carboxylic acid tert-butyl ester